4-[(7-methoxy-2,3-dihydro-1,4-benzothiazepin-4(5H)yl)methyl]benzoic Acid Hemifumarate C(\C=C\C(=O)O)(=O)O.COC=1C=CC2=C(CN(CCS2)CC2=CC=C(C(=O)O)C=C2)C1.COC=1C=CC2=C(CN(CCS2)CC2=CC=C(C(=O)O)C=C2)C1